ClC=1C(=C(C(=CC1)C(F)F)C1=CN=C(C(=N1)C(=O)NC=1C=NN(C1)CC=1C(=NC(=NC1)N1C([C@H]2C[C@H]2C1)=O)C)C)F 6-(3-Chloro-6-(difluoromethyl)-2-fluorophenyl)-3-methyl-N-(1-((4-methyl-2-((1S,5R)-2-oxo-3-azabicyclo[3.1.0]hexan-3-yl)pyrimidin-5-yl)methyl)-1H-pyrazol-4-yl)pyrazine-2-carboxamide